(S)-N-(2-(4-fluorophenyl)-2-(piperazin-1-yl)ethyl)-4-(trifluoromethoxy)benzenesulfonamide FC1=CC=C(C=C1)[C@@H](CNS(=O)(=O)C1=CC=C(C=C1)OC(F)(F)F)N1CCNCC1